N1CCC2(CC1)C=C1C=NN=C1C=C2 spiro[indazole-5,4'-piperidin]